The molecule is a 17beta-hydroxy steroid that is testosterone bearing a methyl group at the 17alpha position. It has a role as an antineoplastic agent, an anabolic agent and an androgen. It is a 3-oxo-Delta(4) steroid, a 17beta-hydroxy steroid and an enone. It derives from a testosterone. C[C@]12CCC(=O)C=C1CC[C@@H]3[C@@H]2CC[C@]4([C@H]3CC[C@]4(C)O)C